C(C)C1C=PCC1 3-ethylphospholine